O=C1C(=C(C=NN1)N[C@H](COC(C1=NN2C(C(N(CC2)C2=NC=C(C#N)C=C2)([2H])[2H])=C1)([2H])[2H])C)C(F)(F)F (S)-6-(2-((2-((6-oxo-5-(trifluoromethyl)-1,6-dihydropyridazin-4-yl)amino)propoxy)methyl-d2)-6,7-dihydropyrazolo[1,5-a]pyrazin-5(4H)-yl-4,4-d2)nicotinonitrile